N-(2-((5-(1-(3,5-dichloropyridin-4-yl)ethoxy)1H-indazol-3-yl)amino)-3-fluorophenyl)acrylamide ClC=1C=NC=C(C1C(C)OC=1C=C2C(=NNC2=CC1)NC1=C(C=CC=C1F)NC(C=C)=O)Cl